IC=1C=C(COC=2C=C3CCC(C3=CC2)=O)C=CC1 5-((3-iodobenzyl)oxy)-2,3-dihydro-1H-inden-1-one